C1(CC1)C(=O)N1CC(CC1)N1C(=NC=2C1=C1C(=NC2)NC=C1)C=1OC(=CC1)CO Cyclopropyl(3-(2-(5-(hydroxymethyl)furan-2-yl)imidazo[4,5-d]pyrrolo[2,3-b]pyridin-1(6H)-yl)pyrrolidin-1-yl)methanone